aminoanthraquinone C1=CC=C2C(=C1)C(=O)C3=C(C2=O)C=C(C=C3)N